bis(3,5-dimethyl-4-hydroxyphenyl)-propane CC=1C=C(C=C(C1O)C)C(C)(C)C1=CC(=C(C(=C1)C)O)C